(S)-5-(3-bromophenyl)-N-(1-cyclopropylethyl)-1-(2-hydroxy-2-methylpropyl)-1H-pyrazole-3-carboxamide BrC=1C=C(C=CC1)C1=CC(=NN1CC(C)(C)O)C(=O)N[C@@H](C)C1CC1